2,4,5-trimethylcinnamic acid CC1=C(C=CC(=O)O)C=C(C(=C1)C)C